4-phenyloxazolidin C1(=CC=CC=C1)C1NCOC1